(S)-2-(4-(4-((5-cyanopyridin-2-yl)methoxy)-5-fluoropyrimidin-2-yl)-2,5-difluorobenzyl)-1-(oxetan-2-ylmethyl)-1H-benzo[d]imidazole-6-carboxylic acid C(#N)C=1C=CC(=NC1)COC1=NC(=NC=C1F)C1=CC(=C(CC2=NC3=C(N2C[C@H]2OCC2)C=C(C=C3)C(=O)O)C=C1F)F